[C@H]12OC[C@H](N(C1)C1=CC(=CC(=N1)N1N=NC(=C1)C1=C(C=C(C=C1)NS(=O)(=O)CCO)N1CCC3(CC3)CC1)C)C2 N-(4-(1-(6-((1R,4R)-2-oxa-5-azabicyclo[2.2.1]heptan-5-yl)-4-methylpyridin-2-yl)-1H-1,2,3-triazol-4-yl)-3-(6-azaspiro[2.5]octan-6-yl)phenyl)-2-hydroxyethane-1-sulfonamide